methyl 2-methyl-6-[1-methyl-5-[3-[(1S)-1-methyl-2-(tritylamino)ethoxy]prop-1-ynyl]pyrazol-4-yl]pyridine-4-carboxylate CC1=NC(=CC(=C1)C(=O)OC)C=1C=NN(C1C#CCO[C@H](CNC(C1=CC=CC=C1)(C1=CC=CC=C1)C1=CC=CC=C1)C)C